2-(1-hydroxyethyl)-2-imidazoline OC(C)C=1NCCN1